thiophene-2,5-dicarboxylic acid bis-{[4-(2-guanidino-ethyl)-phenyl]-amide} N(C(=N)N)CCC1=CC=C(C=C1)NC(=O)C=1SC(=CC1)C(=O)NC1=CC=C(C=C1)CCNC(=N)N